1-(tert-butyl) 3-methyl-(S)-4-(4-((tert-butoxycarbonyl)amino)-3'-(trifluoromethyl)-[1,1'-biphenyl]-3-carbonyl)piperazine-1,3-dicarboxylate C[C@]1(CN(CCN1C(=O)C=1C=C(C=CC1NC(=O)OC(C)(C)C)C1=CC(=CC=C1)C(F)(F)F)C(=O)OC(C)(C)C)C(=O)[O-]